N1=CN=CN=C1 1,3,5-tri-azin